(4-(5-iodopyridin-3-yl))-1H-1,2,3-triazole IC=1C=C(C=NC1)C=1N=NNC1